4-(3-propylpiperazin-1-yl)-1H-indazol C(CC)C1CN(CCN1)C1=C2C=NNC2=CC=C1